ClC1=NC=C(C(=C1)NC[C@@H](CO)F)C#CC=1C=NN(C1)C(F)(F)F (S)-3-((2-chloro-5-((1-(trifluoromethyl)-1H-pyrazol-4-yl)ethynyl)pyridin-4-yl)amino)-2-fluoropropan-1-ol